benzyl(((7-(5-(chlorodifluoromethyl)-1,2,4-oxadiazol-3-yl)imidazo[1,2-a]pyridin-2-yl)methyl)imino)(methyl)-λ6-sulfanone C(C1=CC=CC=C1)S(=O)(C)=NCC=1N=C2N(C=CC(=C2)C2=NOC(=N2)C(F)(F)Cl)C1